NC1=NC=CC=C1C1=NC=2C(=NC(=C(C2)Br)C2=CC=C(C=C2)F)N1C1=CC=C(C=C1)CO (4-(2-(2-aminopyridin-3-yl)-6-bromo-5-(4-fluorophenyl)-3H-imidazo[4,5-b]pyridin-3-yl)phenyl)methanol